(5S)-1'-(7-cyclopropyl-6-methyl-pyrazolo[1,5-a]pyrazin-4-yl)spiro[5,7-dihydrocyclopenta[b]pyridin-6,4'-piperidin]-5-amine C1(CC1)C1=C(N=C(C=2N1N=CC2)N2CCC1(CC2)[C@@H](C=2C(=NC=CC2)C1)N)C